ClC=1C=C2CCCC3(C2=CC1)CN(C1=C(OC3)C=CC(=C1)C(=O)N)C[C@H]1[C@@H](CC1)[C@H](\C=C\CCC)O 6'-chloro-5-(((1R,2R)-2-((S,E)-1-hydroxyhex-2-en-1-yl)cyclobutyl)methyl)-3',4,4',5-tetrahydro-2H,2'H-spiro[benzo[b][1,4]oxazepine-3,1'-naphthalene]-7-carboxamide